C(C(C)C)OC1=NN2C(C(=N1)N)=NC=C2CC2=CC(=CC=C2)CN2CCCC2 isobutoxy-7-(3-(pyrrolidin-1-ylmethyl)benzyl)imidazo[2,1-f][1,2,4]triazin-4-amine